C1(=CC=C(C=C1)C12CC(C1)(C2)C2=NOC(=C2)C(=O)OC(C)(C)C)C tert-butyl 3-(3-(p-tolyl)bicyclo[1.1.1]pentan-1-yl)isoxazole-5-carboxylate